2,2-difluoro-1,3-benzodioxole-5-carbonitrile FC1(OC2=C(O1)C=CC(=C2)C#N)F